FC1=C(C(=C(C=C1OC)OC)F)C1=NC(=C2C=C(N=CC2=C1)N[C@H]1[C@H](COC1)NC(C=C)=O)N1CC(C1)(C)OC N-((3R,4S)-4-((7-(2,6-difluoro-3,5-dimethoxyphenyl)-5-(3-methoxy-3-methylazetidin-1-yl)-2,6-naphthyridin-3-yl)amino)tetrahydrofuran-3-yl)acrylamide